C(=C)=O ETHENONE